((1-Cyanopyrrolidin-3-yl)methyl)-5-phenyloxazole-2-carboxamide C(#N)N1CC(CC1)CC=1N=C(OC1C1=CC=CC=C1)C(=O)N